FC=1C=C2C(NC=3CCC[C@@H](C3C2=CC1)N(C(=O)C=1NC2=CC=CC(=C2C1)C)C)=O (S)-N-(8-fluoro-6-oxo-1,2,3,4,5,6-hexahydrophenanthridin-1-yl)-N,4-dimethyl-1H-indole-2-carboxamide